N-(4-phenylbutyl)-4-(4-(pyridin-3-ylmethoxy)phenyl)-1H-imidazole-1-carboxamide C1(=CC=CC=C1)CCCCNC(=O)N1C=NC(=C1)C1=CC=C(C=C1)OCC=1C=NC=CC1